CC1=NC(=CC(=N1)NC1=C(C(=O)NOCC)C(=CC=N1)NC1=C(C(=CC=C1)C=1C=NN(C1)C)OC)C ((2,6-dimethylpyrimidin-4-yl)amino)-N-ethoxy-4-((2-Methoxy-3-(1-methyl-1H-pyrazol-4-yl)phenyl)amino)nicotinamide